N1=CNC(=C1)CCNC(O[C@H]1[C@H](NC[C@@H]1O)CC1=CC=C(C=C1)OC)=O (2R,3S,4S)-4-hydroxy-2-[(4-methoxyphenyl)methyl]pyrrolidin-3-yl N-[2-(3H-imidazol-4-yl)ethyl]carbamate